p-menthatriene CC1=CC=C(CC1)C(=C)C